((2R,3R,4R,5R)-5-(6-amino-9H-purin-9-yl)-3-((butoxy(hydroxy)phosphoryl)oxy)-4-methoxytetrahydrofuran-2-yl)methyl butyl hydrogen phosphate P(=O)(OC[C@H]1O[C@H]([C@@H]([C@@H]1OP(=O)(O)OCCCC)OC)N1C2=NC=NC(=C2N=C1)N)(OCCCC)O